(1-((3-amino-4-methoxybenzo[d]isoxazol-6-yl)methyl)piperidin-4-yl)carbamic acid tert-butyl ester C(C)(C)(C)OC(NC1CCN(CC1)CC1=CC2=C(C(=NO2)N)C(=C1)OC)=O